OC[C@H](O)[C@@H](O)[C@H](O)[C@H](O)CO.CO methanol-sorbitol